benzyl-methamidopropyl-triethoxysilane methyl-2-[(3S)-1-piperidin-3-ylpyrrolidin-3-yl]acetate trifluoroacetate FC(C(=O)O)(F)F.COC(C[C@H]1CN(CC1)C1CNCCC1)=O.C(C1=CC=CC=C1)C(C)O[Si](OCC)(OCC)CCCNC=O